C(C)(C)(C)NS(=O)(=O)C=1SC(=CC1B(O)O)CC(C)C (2-(N-(tert.Butyl)sulfamoyl)-5-isobutylthiophen-3-yl)boronic acid